5-(5-bromo-1,3-thiazol-2-yl)-3-methyl-1,2-oxazole BrC1=CN=C(S1)C1=CC(=NO1)C